CC1(OC2=C(CN(C1)C(=O)OC(C)(C)C)C=NC(=C2)C)C tert-Butyl 2,2,8-trimethyl-2,3-dihydropyrido[3,4-f][1,4]oxazepine-4(5H)-carboxylate